2-[4-({[2-(2,6-dioxopiperidin-3-yl)-1,3-dioxo-2,3-dihydro-1H-isoindol-4-yl]oxy}methyl)piperidin-1-yl]acetic acid O=C1NC(CCC1N1C(C2=CC=CC(=C2C1=O)OCC1CCN(CC1)CC(=O)O)=O)=O